3'-(butane-1,4-diylbis(methylazanediyl))dipropanamide C(CCCN(C)CCC(=O)N)N(C)CCC(=O)N